dipentaerythritol hexakis(3-mercapto-3-methylbutyrate) SC(CC(=O)OCC(COC(CC(C)(C)S)=O)(COCC(COC(CC(C)(C)S)=O)(COC(CC(C)(C)S)=O)COC(CC(C)(C)S)=O)COC(CC(C)(C)S)=O)(C)C